OC(CC(=O)C1=CC=C(C=C1)O)CC(C=CC1=CC=C(C=C1)O)=O 3-hydroxy-1,7-bis(4-hydroxyphenyl)-6-hepten-1,5-dione